C1(CCCCC1)C(C)NC(CN1C(NC2=CC=CC=C2C1=O)=O)=O N-(1-cyclohexylethyl)-2-(2,4-dioxo-1,4-dihydroquinazolin-3(2H)-yl)acetamide